COC=1C=C2C=CC(=CC2=CC1)C(C(=O)O)(C)C 2-(6-methoxy-naphthalen-2-yl)2-methylpropanoic acid